[N+](=O)([O-])C=1C=C(C=CC1NCC1CCOCC1)S(=O)(=O)NC(=O)C1=CC=C(COC2=C(C(=O)O)C=CC=C2)C=C1 2-((4-(((3-nitro-4-(((tetrahydro-2H-pyran-4-yl)methyl)amino)phenyl)sulfonyl)carbamoyl)benzyl)oxy)benzoic acid